FC1(C(C1)C=1C=NN2C1N=C(N=C2NCC2=NC1=C(N2COCC[Si](C)(C)C)C=CC=C1)N1CCOCC1)F 8-(2,2-difluorocyclopropyl)-2-(morpholin-4-yl)-N-[(1-{[2-(trimethylsilyl)ethoxy]methyl}-1H-benzimidazol-2-yl)methyl]pyrazolo[1,5-a][1,3,5]triazin-4-amine